S1C=NC2=C1C=CC(=C2)C2=NSC(=C2C2CC2)C(=O)NC2=CC(=NC=C2)C(F)(F)F 3-(BENZO[D]THIAZOL-5-YL)-4-CYCLOPROPYL-N-(2-(TRIFLUOROMETHYL)PYRIDIN-4-YL)ISOTHIAZOLE-5-CARBOXAMIDE